γ-methacryloxy-propyltriethoxysilane C(C(=C)C)(=O)OCCC[Si](OCC)(OCC)OCC